(S)-N-(1-(4-methoxyphenyl)ethyl)-2-(6-methyl-4-oxo-benzo[d][1,2,3]triazin-3(4H)-yl)acetamide COC1=CC=C(C=C1)[C@H](C)NC(CN1N=NC2=C(C1=O)C=C(C=C2)C)=O